tert-butyl 7-(6-chloro-2-((6-methoxy-2-methyl-1,2,3,4-tetrahydroisoquinolin-7-yl)amino)quinazolin-7-yl)-8-methyl-2,3-dihydro-1H-pyrido[2,3-b][1,4]oxazine-1-carboxylate ClC=1C=C2C=NC(=NC2=CC1C1=C(C2=C(OCCN2C(=O)OC(C)(C)C)N=C1)C)NC1=C(C=C2CCN(CC2=C1)C)OC